cyclopenta[a]phenanthren-7-yl 4-nitrophenyl carbonate C(OC=1C=C2C=CC=CC2=C2C=CC=3C=CCC3C12)(OC1=CC=C(C=C1)[N+](=O)[O-])=O